Dimethyl 3,4-dihydroxythiophene-2,5-dicarboxylate OC1=C(SC(=C1O)C(=O)OC)C(=O)OC